4-Amino-3-Cyclopropylbenzonitrile NC1=C(C=C(C#N)C=C1)C1CC1